(3ars,9brs)-7-(benzenesulfonylamino)-1,3a,4,9b-tetrahydro-2H-furo[2,3-c]benzopyran-6-carboxylic acid C1(=CC=CC=C1)S(=O)(=O)NC1=C(C2=C([C@@H]3[C@H](CO2)OCC3)C=C1)C(=O)O |r|